tert-butyl (4-((4-(4-((2,6-dioxopiperidin-3-yl)amino)-2,6-difluorophenyl) piperazin-1-yl)methyl)piperidin-1-yl)carbamate O=C1NC(CCC1NC1=CC(=C(C(=C1)F)N1CCN(CC1)CC1CCN(CC1)NC(OC(C)(C)C)=O)F)=O